COC1=CC=C(CN2N=C(C(=C2N)C)C2=CN=NC=C2C)C=C1 1-(4-Methoxybenzyl)-4-methyl-3-(5-methylpyridazin-4-yl)-1H-pyrazol-5-amine